(3-isopropylphenyl)methanone C(C)(C)C=1C=C(C=CC1)C=O